C(CCCCCCCCC)(=O)OCCCCCO 5-Hydroxypentyl decanoate